(R)-4-(4-fluoropyrazolo[1,5-a]pyridin-2-yl)-5-phenyl-4,5,6,7-tetrahydro-1H-imidazo[4,5-c]pyridine FC=1C=2N(C=CC1)N=C(C2)[C@@H]2N(CCC1=C2N=CN1)C1=CC=CC=C1